C(CCC)N1C(C2=CN=CC=C2C(=C1)C1=CC=C(O[C@@H]2[C@H](CN(CC2)C(=O)OC(C)(C)C)F)C=C1)=O tert-butyl (3S,4S)-4-(4-(2-butyl-1-oxo-1,2-dihydro-2,7-naphthyridin-4-yl) phenoxy)-3-fluoropiperidine-1-carboxylate